1-[[2-(difluoromethoxy)pyridin-4-yl]methyl]-3-[rac-(1R,2R)-2-(1,1-difluoroethyl)cyclopropyl]urea FC(OC1=NC=CC(=C1)CNC(=O)N[C@H]1[C@@H](C1)C(C)(F)F)F |r|